1,1,1,3,3,3-Hexafluoropropan-2-yl 2-(4-chloro-2-morpholinylbenzyl)-2,8-diazaspiro[4.5]decane-8-carboxylate ClC1=CC(=C(CN2CC3(CC2)CCN(CC3)C(=O)OC(C(F)(F)F)C(F)(F)F)C=C1)N1CCOCC1